NC=1C=2N(C(=C(N1)C=1C=C(C#N)C=CC1)C1=NC=NC=C1)N=C(C2)C(=O)N2CC(C2)O 3-(4-amino-2-(3-hydroxyazetidine-1-carbonyl)-7-(pyrimidin-4-yl)pyrazolo[1,5-a]pyrazin-6-yl)benzonitrile